IC=1N=C(N(C1)COCC[Si](C)(C)C)C(=O)OCC ethyl 4-iodo-1-((2-(trimethylsilyl)ethoxy)methyl)-1H-imidazole-2-carboxylate